N1C(=CC=2C=NC=CC21)CNC(CN2C(=NC=C(C2=O)NCCCC2=CC=C(C=C2)S(=O)(=N)C)C2=CC=CC=C2)=O N-((1H-pyrrolo[3,2-c]pyridine-2-yl)methyl)-2-(5-((3-(4-(S-methylsulfonimidoyl)phenyl)propyl)amino)-6-oxo-2-phenylpyrimidin-1(6H)-yl)acetamide